C(C=C)N(CCN(CC=C)CC=C)CC=C N,N,N',N'-tetraallylethane-1,2-diamine